ClC1=C2C(=NN(C2=C(C=C1)C=1C=C2C(=NC1[C@H](CC1=CC(=CC(=C1)F)F)NC(OC(C)(C)C)=O)NC(N2)=O)C)NS(=O)(=O)C tert-butyl (S)-(1-(6-(4-chloro-1-methyl-3-(methylsulfonamido)-1H-indazol-7-yl)-2-oxo-2,3-dihydro-1H-imidazo[4,5-b]pyridin-5-yl)-2-(3,5-difluorophenyl)ethyl)carbamate